CCCN[C@H]1CCC2=C(C1)SC(=N2)N.Cl.Cl The molecule is a hydrochloride that is the anhydrous dihydrochloride salt of pramipexole. It has a role as a dopamine agonist and an antiparkinson drug. It contains a pramipexole(2+).